6-(trifluoromethyl)pyridine-2-Formamide FC(C1=CC=CC(=N1)C(=O)N)(F)F